NC1=CC=CC(=N1)S(=O)(=O)NC(=O)C=1C(=NC=C(C1)C1=CC(=CC(=C1)OC)Cl)N1C(CC(C1)C)(C)C N-[(6-Amino-2-pyridyl)sulfonyl]-5-(3-chloro-5-methoxyphenyl)-2-(2,2,4-trimethylpyrrolidin-1-yl)pyridin-3-carboxamid